thallium water O.[Tl]